C(C)N1N=CC=C1C(C(F)(F)F)N[C@H](C(=O)O)C1CCC(CC1)C (2S)-2-[[1-(2-ethylpyrazol-3-yl)-2,2,2-trifluoro-ethyl]amino]-2-(4-methylcyclohexyl)acetic acid